C(C)(C)(C)C1CC(C1)C1=CC(=C(C=C1F)N1C(C=CC2=CC(=CC=C12)S(=O)(=O)NC1=NOC=C1)=O)OC (M)-1-(4-(3-(tert-butyl)cyclobutyl)-5-fluoro-2-methoxyphenyl)-N-(isoxazol-3-yl)-2-oxo-1,2-dihydroquinoline-6-sulphonamide